NC([C@H](CC1C(NC2(CC2)CC1)=O)NC([C@H](CC1CC1)NC(=O)C=1NC2=C(C=CC=C2C1)Cl)=O)=O N-[(1S)-2-[[(1S)-2-amino-2-oxo-1-[(5-oxo-4-azaspiro[2.5]octan-6-yl)methyl]ethyl]amino]-1-(cyclopropylmethyl)-2-oxo-ethyl]-7-chloro-1H-indole-2-carboxamide